1-(2-(4-chlorophenyl)hydrazine-1-carbonyl)-3,3-difluorocyclobutane-1-carboxylic acid ClC1=CC=C(C=C1)NNC(=O)C1(CC(C1)(F)F)C(=O)O